3-(1,4-dimethyl-1H-benzo[d][1,2,3]triazol-5-yl)-3-(3-(((R)-2-ethyl-10-methyl-2,3-dihydro-[1,4]oxazepino[7,6-g]quinolin-4(5H)-yl)methyl)-4-methylphenyl)-2,2-dimethylpropionic acid CN1N=NC2=C1C=CC(=C2C)C(C(C(=O)O)(C)C)C2=CC(=C(C=C2)C)CN2C[C@H](OC1=CC=3C(=CC=NC3C=C1C2)C)CC